1,5,7-Triazabicyclo[4.4.0]-dec-5-en N12CCCN=C2NCCC1